C(C)[C@]1(C(OCC=2C(N3CC=4C(=NC=5C=C(C(=C6C5C4C(CC6)CCCOC)C)F)C3=CC21)=O)=O)O (9S)-9-ethyl-5-fluoro-9-hydroxy-1-(3-methoxypropyl)-4-methyl-1,2,3,9,12,15-hexahydro-10H,13H-benzo[de]pyrano[3',4':6,7]indolizino[1,2-b]quinoline-10,13-dione